C(C=C)(=O)N[C@@H]1CN(CC1)C1=CC(C(N=C1)=O)=O (S)-5-(3-acrylamidopyrrolidin-1-yl)-2,3-dioxo-pyridine